1-phenyl-3-(difluoromethyl)-5-(trifluoromethyl)-1H-pyrazole C1(=CC=CC=C1)N1N=C(C=C1C(F)(F)F)C(F)F